FC(CCCC[C@@H](C(=O)O)NC)(F)F (S)-7,7,7-trifluoro-2-(methylamino)heptanoic acid